NC1=CC(=C2C(=NC(C2=C1)=O)C1=C(C=CC(=C1)F)Cl)NC(C1=CC(=CC(=C1)C(F)(F)F)F)=O N-(6-amino-3-(2-chloro-5-fluorophenyl)-1-oxoisoindol-4-yl)-3-fluoro-5-(trifluoromethyl)benzamide